tert-butyl 7-((2-hydroxyethyl)sulfonyl)-2-(3-((S)-3-methoxy-2-methyl-3-oxopropyl)phenyl)-2,6,6-trimethylheptanoate OCCS(=O)(=O)CC(CCCC(C(=O)OC(C)(C)C)(C)C1=CC(=CC=C1)C[C@@H](C(=O)OC)C)(C)C